C(#N)C=1C(=NC(=C(C(=O)OCC)C1C=1SC(=CC1)C(NCC1=CC(=C(C=C1)F)F)=O)CCC1=CC=C(C=C1)F)O ethyl 5-cyano-4-(5-((3,4-difluorobenzyl)carbamoyl)thiophen-2-yl)-2-(4-fluorophenethyl)-6-hydroxynicotinate